C([2H])([2H])([2H])N(C/C=C/C(=O)[O-])C([2H])([2H])[2H].[Li+] lithium (E)-4-(bis(methyl-d3)amino)but-2-enoate